[O-]S(=O)(=O)C(F)(F)F.C(C)(C)(C)C1=CC=C(C=C1)C1OCC[SH+]C1 (4-t-butylphenyl)-1,4-oxathiane-4-ium triflate